2-(1-(4-(pyridin-4-yl)thiophen-2-yl)cyclopropyl)-5,6,7,8-tetrahydropyrido[4,3-d]pyrimidin-4(3H)-one N1=CC=C(C=C1)C=1C=C(SC1)C1(CC1)C=1NC(C2=C(N1)CCNC2)=O